(S)-N-(5-(2-acetamidoimidazo[1,2-b]pyridazin-6-yl)-2-methoxypyridin-3-yl)-3-phenylisoxazolidine C(C)(=O)NC=1N=C2N(N=C(C=C2)C=2C=C(C(=NC2)OC)N2OCC[C@H]2C2=CC=CC=C2)C1